1-undecyl-3-methylimidazolium furanate O1C(=CC=C1)C(=O)[O-].C(CCCCCCCCCC)N1C=[N+](C=C1)C